(phenyldibenzofuranyl)(diphenyltriazine) C1(=CC=CC=C1)C1=C(C2=C(OC3=C2C=CC=C3)C=C1)C=1C(=NN=NC1C1=CC=CC=C1)C1=CC=CC=C1